C(CC(C)CCC=C(C)C)C(=O)[O-] Citronellyl-formate